C(#N)[C@H](CCC=C)S(=O)(=O)N (1S)-1-CYANOPENT-4-ENE-1-SULFONAMIDE